C(C1=CC=CC=C1)OC(=O)N1C(CNC2=CC=CC(=C12)C)C1=CC2=C(N=C(N=C2)S(=O)C)N(C1=O)C1=CC(=CC=C1)OC [8-(3-methoxyphenyl)-2-methylsulfinyl-7-oxo-pyrido[2,3-d]pyrimidin-6-yl]-8-methyl-2,3-dihydroquinoxaline-1-carboxylic acid benzyl ester